4-Chlorocinnamamide ClC1=CC=C(C=CC(=O)N)C=C1